rac-methyl-(3-(6-(1-methyl-1H-pyrazol-4-yl)pyrazolo[1,5-a]pyrazine-4-carbonyl)cyclopentyl)carbamic acid tert-butyl ester C(C)(C)(C)OC(N(C1CC(CC1)C(=O)C=1C=2N(C=C(N1)C=1C=NN(C1)C)N=CC2)C)=O